1-isopropyl-N-[(4-methoxyphenyl)methyl]-3-methyl-pyrazolo[4,3-b]Pyridin-7-amine C(C)(C)N1N=C(C2=NC=CC(=C21)NCC2=CC=C(C=C2)OC)C